tert-butyl (2S,3R)-2-({3-[(6-cyano-3-methylpyridin-2-yl)methoxy]-2-fluorophenyl}methyl)-4,4-difluoro-3-[(methanesulfonyl)amino]pyrrolidine-1-carboxylate C(#N)C1=CC=C(C(=N1)COC=1C(=C(C=CC1)C[C@@H]1N(CC([C@@H]1NS(=O)(=O)C)(F)F)C(=O)OC(C)(C)C)F)C